11'-(5-chloro-2,4-difluorophenyl)-10'-(trifluoromethyl)-2'H,4'H,6'H-spiro[cyclobutane-1,3'-[1,4]thiazepino[2,3,4-ij]quinazoline]-6',8'(7'H)-dione ClC=1C(=CC(=C(C1)C1=C(C=C2C(NC(N3C2=C1SCC1(C3)CCC1)=O)=O)C(F)(F)F)F)F